4-(7,8-difluoro-3-quinolylamino)-2-[3-methoxy-4-(3-piperidinopropoxy)phenylamino]pyrimidine FC1=CC=C2C=C(C=NC2=C1F)NC1=NC(=NC=C1)NC1=CC(=C(C=C1)OCCCN1CCCCC1)OC